C(=C)[N-]CCCC N-vinyl-N-butylamide